N-(4-cyclohexylphenyl)-N-(spiro[cyclohexane-1,9'-[9H]-fluoren]-2'-yl)-amine C1(CCCCC1)C1=CC=C(C=C1)NC1=CC=2C3(C4=CC=CC=C4C2C=C1)CCCCC3